1-((3,3-difluoro-1-methylcyclobutyl)methyl)-3-(1-fluorocyclopropyl)-4-(trifluoromethyl)-N-(3-(S-(trifluoromethyl)sulfonimidoyl)phenyl)-1H-pyrazole-5-carboxamide FC1(CC(C1)(C)CN1N=C(C(=C1C(=O)NC1=CC(=CC=C1)S(=O)(=N)C(F)(F)F)C(F)(F)F)C1(CC1)F)F